2,4-dimethyl-5-nitro-pyridine CC1=NC=C(C(=C1)C)[N+](=O)[O-]